COC1=CC=C(C=C1)C1=NN2C(=NC=3C=CC=CC3C2=N1)N[C@@H](C(=O)N)CC (2R)-2-{[2-(4-methoxyphenyl)[1,2,4]triazolo[1,5-c]quinazolin-5-yl]amino}butanamide